COCOC1=CC=C(C=C1)/C=C/C(=O)C2=C(C=C(C=C2OC)OC)O 1-(2-Hydroxy-4,6-dimethoxy-phenyl)-3-(4-methoxymethoxy-phenyl)-propenone